N(N)C1=CC(=C2C(=N1)N(C=N2)CCOC)N2CCOCC2 4-(5-hydrazinyl-3-(2-methoxyethyl)-3H-imidazo[4,5-b]pyridin-7-yl)morpholine